O=C1NC(CCC1N1C(N(C2=C1C=CC(=C2)CCC(=O)N2CCN(CC2)C(=O)OC(C)(C)C)C)=O)=O Tert-butyl 4-(3-(1-(2,6-dioxopiperidin-3-yl)-3-methyl-2-oxo-2,3-dihydro-1H-benzo[d]imidazol-5-yl)propanoyl)piperazine-1-carboxylate